FC(C1=CC=C(OC2CCC(C=3C=CN=CC23)NC(C=C)=O)C=C1)(F)F N-[8-{4-(trifluoromethyl)phenoxy}-5,6,7,8-tetrahydroisoquinolin-5-yl]acrylamide